4-([2-hydroxy-3-dodecyloxypropyloxy]-2-hydroxyphenyl)-4,6-diphenyl-1,3,5-triazine OC(COC=1C(=C(C=CC1)C1(NC=NC(=N1)C1=CC=CC=C1)C1=CC=CC=C1)O)COCCCCCCCCCCCC